C1(CC1)CN1C(=CC=2C1=NC=CC2)C2=NC1=C(N2C)C=CC(=C1)C(=O)N[C@H]1CNC[C@H](C1)NC(\C=C\CN(C)C)=O [1-(cyclopropylmethyl)-1H-pyrrolo[2,3-b]pyridin-2-yl]-N-[(3R,5S)-5-[(2E)-4-(dimethylamino)but-2-enamido]piperidin-3-yl]-1-methyl-1H-1,3-benzodiazole-5-carboxamide